C(C)(C)NC1=NC=CC=N1 N-isopropylpyrimidin-2-amine